Trimethyl 1,3,5-benzenetricarboxylate C1(=CC(=CC(=C1)C(=O)OC)C(=O)OC)C(=O)OC